[Cl-].[Cl-].C(CC)C1(C=CC=C1)[Zr+2]C1(C(=C(C(=C1)C)C)C)C (propylcyclopentadienyl)(tetramethylcyclopentadienyl)zirconium dichloride